1-((3S,4R)-3-((2-((1-Ethyl-1H-pyrazol-4-yl)amino)-7H-pyrrolo[2,3-d]pyrimidin-4-yl)oxy)-4-fluoropyrrolidin-1-yl)prop-2-en-1-one C(C)N1N=CC(=C1)NC=1N=C(C2=C(N1)NC=C2)O[C@H]2CN(C[C@H]2F)C(C=C)=O